N1=CC(=CC2=CC=CC=C12)C1=C2C=CC=CC2=C(C2=CC=CC=C12)C1=CC=2C(=NN(N2)C2=CC=C(C=C2)C=2C=NC=CC2)C=C1 5-{10-(quinolin-3-yl)anthracen-9-yl}-2-{4-(pyridin-3-yl)phenyl}-2H-benzotriazole